7-(4-[(3-Dimethylaminopropyl)aminomethyl]phenyl)-2,4-diphenyl-7H-pyrrolo[2,3-d]pyrimidine oxalate C(C(=O)O)(=O)O.CN(CCCNCC1=CC=C(C=C1)N1C=CC2=C1N=C(N=C2C2=CC=CC=C2)C2=CC=CC=C2)C